C12C(CC(C=C1)C2)C(=O)OC methyl 5-norbornene-2-carboxylate